methyl (1-{(S)-2-[(S)-3-isobutyl-4-(o-nitrophenylsulfonyl)-2-oxo-1-piperazinyl]-4-methylvaleryl}-4-piperidyl)acetate C(C(C)C)[C@H]1C(N(CCN1S(=O)(=O)C1=C(C=CC=C1)[N+](=O)[O-])[C@H](C(=O)N1CCC(CC1)CC(=O)OC)CC(C)C)=O